3-iodoazepin IC1=CNC=CC=C1